pentaerythritol-tetrakis[beta-(3,5-di-t-butyl-4-hydroxyphenyl) propionate] C(C)(C)(C)C=1C=C(C=C(C1O)C(C)(C)C)CCC(=O)OCC(COC(CCC1=CC(=C(C(=C1)C(C)(C)C)O)C(C)(C)C)=O)(COC(CCC1=CC(=C(C(=C1)C(C)(C)C)O)C(C)(C)C)=O)COC(CCC1=CC(=C(C(=C1)C(C)(C)C)O)C(C)(C)C)=O